NCCCOC=1C=CC=2N(C1C1=CC(=NN1)NC=1N=CC(=NC1)C#N)N=CC2 5-({5-[6-(3-Aminopropoxy)pyrazolo[1,5-a]pyridin-7-yl]-1H-pyrazol-3-yl}amino)pyrazine-2-carbonitrile